COC1=C(C(=O)OC)C=CC(=C1)OC Methyl 2,4-dimethoxybenzoate